1-ethyl-3-nitropyrazole C(C)N1N=C(C=C1)[N+](=O)[O-]